(8-cyanoquinoxalin-5-yl)-5-(trifluoromethyl)-3-azabicyclo[3.1.0]hexane-1-carboxylic acid C(#N)C=1C=CC(=C2N=CC=NC12)C1C2(CC2(CN1)C(F)(F)F)C(=O)O